3-(aminomethyl)-N-methyl-1-(4-(trifluoromethoxy)phenyl)-1H-pyrazolo[3,4-b]pyridine-4-carboxamide 2,2,2-trifluoroacetate salt FC(C(=O)O)(F)F.NCC1=NN(C=2N=CC=C(C21)C(=O)NC)C2=CC=C(C=C2)OC(F)(F)F